N-(4-(3-(2,4-Dioxotetrahydropyrimidin-1(2H)-yl)-2-methylphenyl)but-3-yn-1-yl)-5-(8-(7-ethyl-1,3-dimethyl-2-oxo-1,2-dihydroquinolin-5-yl)isoquinolin-3-yl)picolinamide O=C1N(CCC(N1)=O)C=1C(=C(C=CC1)C#CCCNC(C1=NC=C(C=C1)C=1N=CC2=C(C=CC=C2C1)C1=C2C=C(C(N(C2=CC(=C1)CC)C)=O)C)=O)C